N-((5-bromopyridin-2-yl)methyl)-O-methylhydroxylamine BrC=1C=CC(=NC1)CNOC